NC=1CC(=CC2=C(N1)C=C(C=C2F)Br)C(=O)O 2-Amino-8-bromo-6-fluoro-3H-benzo[b]azepine-4-carboxylic acid